N-(5-(2,5-dihydro-1H-pyrrol-3-yl)-4-fluoro-2-((3S,5R)-3,4,5-trimethylpiperazin-1-yl)phenyl)-6-oxo-4-(trifluoromethyl)-1,6-dihydropyridine N1CC(=CC1)C=1C(=CC(=C(C1)N1C=CC(=CC1=O)C(F)(F)F)N1C[C@@H](N([C@@H](C1)C)C)C)F